ClC1=C(C(N(C(N1CC#CC1=CC(=CC=C1)O)=O)C)=O)NC(C(CC)(C)C)=O N-(6-chloro-1-(3-(3-hydroxyphenyl)prop-2-yn-1-yl)-3-methyl-2,4-dioxo-1,2,3,4-tetrahydropyrimidin-5-yl)-2,2-dimethylbutanamide